N-bromoacetyl-beta-D-glucosamine tetra-O-acetate C(C)(=O)O[C@H]1[C@H](NC(CBr)=O)[C@@H](OC(C)=O)[C@H](OC(C)=O)[C@H](O1)COC(C)=O